C(C)C1SCCN(C1)S(=O)(=O)C1=CC=C(C=C1)NC(C1=CC(=C(C=C1)OC)I)=O N-(4-((2-ethylthiomorpholino)sulfonyl)phenyl)-3-iodo-4-methoxybenzamide